3-Methyl-4-methylamino-benzonitrile CC=1C=C(C#N)C=CC1NC